5-(4-chloro-3-{[(2S)-1-(1H-tetrazol-1-yl)propan-2-yl]oxy}phenyl)-N-[3-(2,2-difluoroethoxy)-1-{1,4-dioxaspiro[4.5]decan-8-yl}-1H-pyrazol-4-yl]pyrimidin-2-amine ClC1=C(C=C(C=C1)C=1C=NC(=NC1)NC=1C(=NN(C1)C1CCC2(OCCO2)CC1)OCC(F)F)O[C@H](CN1N=NN=C1)C